(3aR,7aR)-6-(4,6-dimethylpyrimidin-2-yl)octahydro-1H-pyrrolo[2,3-c]pyridine CC1=NC(=NC(=C1)C)N1C[C@H]2[C@@H](CC1)CCN2